FC(CN1CCC2(CNC2)CC1)(C)C 7-(2-Fluoro-2-methylpropyl)-2,7-diazaspiro[3.5]nonane